ClC1=CC=2C(=C(N=NC2C(C)C)N2[C@@H]([C@H](C2)CS(=O)(=O)C)C)C=N1 (2R,3S)-1-[7-chloro-1-(propan-2-yl)pyrido[3,4-d]pyridazin-4-yl]-3-(methanesulfonylmethyl)-2-methylazetidine